O=C1OC2(CN1C=1C=CC=3OCC(NC3N1)=O)CCC(CC2)NC2CC=1C=CC=C(C1C2)C#N 2-[[2-oxo-3-(3-oxo-4H-pyrido[3,2-b][1,4]oxazin-6-yl)-1-oxa-3-azaspiro[4.5]decan-8-yl]amino]-2,3-dihydro-1H-indene-4-carbonitrile